N-(2-(4-((2-(2,6-dioxopiperidin-3-yl)-4-fluoro-1-oxoisoindolin-5-yl)methyl)piperazin-1-yl)ethyl)-4,9-dioxo-4,9-dihydronaphtho[2,3-b]furan-2-carboxamide O=C1NC(CCC1N1C(C2=CC=C(C(=C2C1)F)CN1CCN(CC1)CCNC(=O)C1=CC2=C(O1)C(C1=CC=CC=C1C2=O)=O)=O)=O